N-{5-[(2S)-butan-2-yl]-2-ethoxybenzene-1-sulfonyl}-6-(dimethylamino)-1-benzofuran-2-carboxamide C[C@@H](CC)C=1C=CC(=C(C1)S(=O)(=O)NC(=O)C=1OC2=C(C1)C=CC(=C2)N(C)C)OCC